COC1=C(C=CC(=C1OC)OC)/C=C/C(=O)C1=C(C=C(C=C1)OC)OC1=CC(=C(C(=C1)OC)OC)OC (E)-3-(2,3,4-trimethoxyphenyl)-1-(4-methoxy-2-(3,4,5-trimethoxyphenoxy)phenyl)prop-2-en-1-one